ClC=1C(=NC=C(C1)F)N1N=C(C=C1)N 1-(3-chloro-5-fluoropyridin-2-yl)-1H-pyrazol-3-amine